COCCCNC(=O)C1=CC2=C(N(C(=N2)NC=2SC3=C(N2)C=CC(=C3)OC(F)(F)F)C)C=C1 1-Methyl-2-(6-trifluoromethoxy-benzothiazol-2-ylamino)-1H-benzoimidazole-5-carboxylic acid (3-methoxy-propyl)-amide